ClC=1C(=NC(=NC1)N[C@H]1[C@@H]([C@@H]2CC[C@H](C1)O2)O)C=2C=C(C1=C(N(C(=N1)C(C)(C)O)C(C)C)C2)F |r| (1S*,2S*,3R*,5R*)-(±)-3-((5-chloro-4-(4-fluoro-2-(2-hydroxypropan-2-yl)-1-isopropyl-1H-benzo[d]imidazol-6-yl)pyrimidin-2-yl)amino)-8-oxabicyclo[3.2.1]octan-2-ol